1-(tert-butylsulfonyl)-5-(2-cyclopropylphenyl)-N,N-dimethylpyrrolidin-3-amine C(C)(C)(C)S(=O)(=O)N1CC(CC1C1=C(C=CC=C1)C1CC1)N(C)C